CC1=C(C=C(C=C1)NC(OC(C)(C)C)=O)CCC=O tert-butyl (4-methyl-3-(3-oxopropyl)phenyl)carbamate